CN1C[C@H](C([C@H](C1)C)N)C (3R,5S)-1,3,5-trimethylpiperidin-4-amine